5-Mercapto-(1H)-tetrazolylacetic acid Sodium salt [Na+].SC1=NN=NN1CC(=O)[O-]